tert-Butyl (S)-2-((S)-3-(1H-indol-3-yl)-2-(2-morpholinoacetamido)propanamido)-6-diazo-5-oxohexanoate N1C=C(C2=CC=CC=C12)C[C@@H](C(=O)N[C@H](C(=O)OC(C)(C)C)CCC(C=[N+]=[N-])=O)NC(CN1CCOCC1)=O